BrC1=C(N=CNN1[C@H]1CN(CCC1)C)C1CC1 (R)-6-bromo-5-cyclopropyl-N-(1-methylpiperidin-3-yl)-1,2,4-triazin